2,3-butane-dione CC(C(C)=O)=O